(S)-3-hydroxy-3-phenyl-propanal O[C@@H](CC=O)C1=CC=CC=C1